COC1=C(C=CC=C1C=1N=NN(N1)C)NC1=CC=NC=C1C(=O)NC 4-((2-methoxy-3-(2-methyl-2H-tetrazol-5-yl)phenyl)amino)-N-methylnicotinamide